C[C@H]1N(C(O[C@H]1C1=CC=CC=C1)=O)OC(CC)=O (4R,5S)-4-methyl-5-phenyl-3-propionyloxy-oxazolidin-2-one